C(C)(C)(C)N1CCN(CC1)C1=C(C=CC(=C1)S(=O)(=O)C1=CNC2=CC=C(C=C12)Cl)C tert-butyl-4-(5-((5-chloro-1H-indol-3-yl)sulfonyl)-2-methylphenyl)piperazine